CC1=CC=C(C=C1)S(=O)(=O)NC=1C=C(C=CC1)N1N=NC(=C1)C1=C(C(=O)O)C=CN=C1 (1-(3-((4-methylphenyl)sulphonamido)phenyl)-1H-1,2,3-triazol-4-yl)isonicotinic acid